methyl 3-(1-(4-(N,N-dimethylsulfamoyl) phenyl)-3-oxobut-2-yl)-4-nitrobenzoate CN(S(=O)(=O)C1=CC=C(C=C1)CC(C(C)=O)C=1C=C(C(=O)OC)C=CC1[N+](=O)[O-])C